(cis)-3-aminocyclobutan-1-ol hydrochloride Cl.N[C@H]1C[C@H](C1)O